N1(CCCC1)C1=NC(=CC(=C1)C#N)N1CCCC1 2,6-bis(pyrrolidin-1-yl)pyridine-4-carbonitrile